(2H-Tetrazol-5-yl)methyl (1-((3-chloro-4-fluorophenyl)carbamoyl)-2-methyl-2,4,5,6-tetrahydrocyclopenta[c]pyrrol-4-yl)carbamate ClC=1C=C(C=CC1F)NC(=O)C=1N(C=C2C1CCC2NC(OCC=2N=NNN2)=O)C